COC(C(CCC(=O)OC)CC1=CC(=C(C(=C1)C(C)(C)C)O)C(C)(C)C)=O dimethyl-α-(3,5-di-tert-butyl-4-hydroxy-benzyl)glutarate